(1-(tetrahydro-2H-pyran-2-yl)-1H-pyrazol-4-yl)methanamine O1C(CCCC1)N1N=CC(=C1)CN